7-(5-chloro-2-((2-methyl-1,2,3,4-Tetrahydroisoquinolin-7-yl)amino)quinazolin-8-yl)-8-methyl-2,3-dihydro-1H-pyrido[2,3-b][1,4]oxazine-1-carboxylic acid tert-butyl ester C(C)(C)(C)OC(=O)N1C2=C(OCC1)N=CC(=C2C)C=2C=CC(=C1C=NC(=NC21)NC2=CC=C1CCN(CC1=C2)C)Cl